2,6-dimethylphenylphenol CC1=C(C(=CC=C1)C)C1=C(C=CC=C1)O